C1(=CC=CC2=CC=CC=C12)C1=CC2=CC3=CC=CC=C3C=C2C=C1 2-(naphthalen-1-yl)anthracene